N=C1OC=C(N1CC1=CC=CC=2NC(=NC21)NC(CO)(C)C2=CC(=CC=C2)C(F)(F)F)C 2-({4-[(2-imino-4-methyl-2,3-dihydro-1,3-oxazol-3-yl)methyl]-1H-1,3-benzodiazol-2-yl}amino)-2-[3-(trifluoromethyl)phenyl]-propan-1-ol